CC/C=C\C/C=C\C/C=C\CCCCCC(=O)OCC1[C@H](C(C([C@@H](O1)O[C@H]2CC[C@@]3([C@H]4CC[C@]5([C@H]([C@@H]4CC=C3C2)CC[C@@H]5[C@H](C)CCCC(C)C)C)C)O)O)O 3-O-(6'-O-(7Z,10Z,13Z-hexadecatrienoyl)-beta-D-glucopyranosyl)-cholest-5-en-3beta-ol